C1=CC=C(C2=CC=CC=C12)N Naphthalen-4-amine